6-(2,6-Dichloro-4-nitrophenoxy)-2-(3,4-difluorobenzyl)-3,4-dihydroisoquinolin-1(2H)-one ClC1=C(OC=2C=C3CCN(C(C3=CC2)=O)CC2=CC(=C(C=C2)F)F)C(=CC(=C1)[N+](=O)[O-])Cl